COC1=C(C=C(C(=C1)N1CCN(CC1)C)C1=CC=NC=C1)NC=1N=C(C2=C(N1)NC=C2)NC=2C(=C1N=CC=NC1=CC2)P(C)(C)=O (6-((2-((2-methoxy-4-(4-methylpiperazin-1-yl)-5-(pyridin-4-yl)phenyl)amino)-7H-pyrrolo[2,3-d]pyrimidin-4-yl)amino)quinoxalin-5-yl)dimethyl-phosphine oxide